CC(C=O)C(CCCCC)C 2,3-dimethyloctanal